5-bromo-N-(2-chloroethyl)pyridin-2-amine BrC=1C=CC(=NC1)NCCCl